9-oxa-3,7-diazabicyclo[3.3.1]nonan C12CNCC(CNC1)O2